C(C)(=O)N1CCC=C(C1)C1=CC(=C2C=C(NC2=C1F)C(N(C)C)=O)C1=C(C=C(C=C1)N1CCN(CC1)C(=O)OC(C)(C)C)Cl tert-butyl 4-[4-[6-(1-acetyl-3,6-dihydro-2H-pyridin-5-yl)-2-(dimethylcarbamoyl)-7-fluoro-1H-indol-4-yl]-3-chloro-phenyl]piperazine-1-carboxylate